6,6,9-trimethyl-3-pentyl-6a,7,8,9,10,10a-hexahydro-6H-benzo[c]chromen-1-ol CC1(OC=2C=C(C=C(C2C2C1CCC(C2)C)O)CCCCC)C